COCC(CCC)(C)COC 1-methoxy-2-(methoxymethyl)-2-methylpentane